(6-heptenyl)(8-nonenyl)dichlorosilane C(CCCCC=C)[Si](Cl)(Cl)CCCCCCCC=C